FC1=CC=C(C=C1)C(C)O 1-(4-fluorophenyl)ethanol